tert-butyl 4-[3-[[(E)-4-[(3R)-3-[4-amino-3-(4-phenoxyphenyl) pyrazolo[3,4-d]pyrimidin-1-yl]-1-piperidyl]-4-oxo-but-2-enyl]-methyl-amino]propyl]piperazine-1-carboxylate NC1=C2C(=NC=N1)N(N=C2C2=CC=C(C=C2)OC2=CC=CC=C2)[C@H]2CN(CCC2)C(/C=C/CN(CCCN2CCN(CC2)C(=O)OC(C)(C)C)C)=O